1,4-dipropoxy-1,4-dibromobutane C(CC)OC(CCC(Br)OCCC)Br